NS=C1NC(=CC(N1)=O)C1=CC=CC=C1 S-amino-6-phenyl-2-thiouracil